2-((3R,4R)-3-fluoro-4-(methylamino)pyrrolidin-1-yl)-N-(3-methoxy-1-methyl-1H-pyrazol-4-yl)-9-methyl-9H-purin-6-amine F[C@@H]1CN(C[C@H]1NC)C1=NC(=C2N=CN(C2=N1)C)NC=1C(=NN(C1)C)OC